4-(5-chloro-2-(difluoromethoxy)phenyl)-N-(6-(4-cyanophenyl)thiazolo[4,5-b]pyrazin-2-yl)-6-methylpyridine-3-carboxamide ClC=1C=CC(=C(C1)C1=C(C=NC(=C1)C)C(=O)NC=1SC=2C(=NC=C(N2)C2=CC=C(C=C2)C#N)N1)OC(F)F